NC1=C(C(=O)NC2CC(N(CC2)C(=O)OC(C)(C)C)(C)C)C=CC(=C1)Br tert-butyl 4-(2-amino-4-bromobenzoylamino)-2,2-dimethylpiperidine-1-carboxylate